1,3-bis-benzylimidazolium bis(trifluoromethanesulfonyl)imide salt [N-](S(=O)(=O)C(F)(F)F)S(=O)(=O)C(F)(F)F.C(C1=CC=CC=C1)N1C=[N+](C=C1)CC1=CC=CC=C1